C1(CC1)C1=NNC(=C1)NC1=CC2=C(C(=NO2)NS(=O)(=O)C2=C(C=C(C=C2OC)C2NCCC2)OC)C=C1OC N-{6-[(3-cyclopropyl-1H-pyrazol-5-yl)amino]-5-methoxy-1,2-benzoxazol-3-yl}-2,6-dimethoxy-4-(pyrrolidin-2-yl)benzene-1-sulfonamide